4-(7-(8-ethyl-7-fluoro-3-(methoxymethoxy)naphthalen-1-yl)-8-fluoro-2-(((2R,7aS)-2-fluorotetrahydro-1H-pyrrolizin-7a(5H)-yl)methoxy)pyrido[4,3-d]pyrimidin-4-yl)thiomorpholine C(C)C=1C(=CC=C2C=C(C=C(C12)C1=C(C=2N=C(N=C(C2C=N1)N1CCSCC1)OC[C@]12CCCN2C[C@@H](C1)F)F)OCOC)F